C(C)C1=CC=C(C=C1)/C=C/CSC (trans)-(3-(4-ethylphenyl)allyl)(methyl)sulfur